2-(5-allyl-6-methoxy-2',6'-dimethyl-[1,1'-biphenyl]-3-yl)-1,3-dioxolane C(C=C)C=1C=C(C=C(C1OC)C1=C(C=CC=C1C)C)C1OCCO1